(fluoromethyl)benzenesulfonamide FCC1=C(C=CC=C1)S(=O)(=O)N